C(CCC(=O)[O-])(=O)OC(=C)C isopropenyl succinate